C(=C)(C)C=1NN2C(=CC(C=C2)=O)C1 2-isopropenyl-5-oxopyrazolo[1,5-a]pyridine